N1=NC(=CC=C1)OC=1C=CC(=NC1)N 5-(pyridazin-3-yloxy)pyridin-2-amine